3,4-dihydroxyl-5-(hydroxymethyl)tetrahydrofuran-2-formaldehyde OC1C(OC(C1O)CO)C=O